FC(C(=O)O)(F)F.C[C@@H]1CNCC[C@H]1O |r| (+/-)-trans-3-methylpiperidin-4-ol trifluoroacetate